2-(4,6-dimethylpyrazolo[1,5-a]pyrazin-2-yl)-7-[1-(2-fluoroethyl)piperidin-4-yl]-4H-pyrido[1,2-a]pyrimidin-4-one CC=1C=2N(C=C(N1)C)N=C(C2)C=2N=C1N(C(C2)=O)C=C(C=C1)C1CCN(CC1)CCF